Ethyl (R)-2-chloro-5-(3-(5-(3-hydroxy-1-methyl-2-oxopyrrolidin-3-yl)isoxazol-3-yl)phenyl)pyrimidine-4-carboxylate ClC1=NC=C(C(=N1)C(=O)OCC)C1=CC(=CC=C1)C1=NOC(=C1)[C@]1(C(N(CC1)C)=O)O